2-amino-3-methyl-N-(2-methylpropyl)-N-(3-(1H-1,2,4-triazol-1-yl)benzyl)-6-quinolinecarboxamide NC1=NC2=CC=C(C=C2C=C1C)C(=O)N(CC1=CC(=CC=C1)N1N=CN=C1)CC(C)C